CCCCOCCOCCOCCCC 5,8,11-Trioxapentadecane